C(C)(C)(C)OC(=O)N1C2CC=CCC1CC2 9-azabicyclo[4.2.1]non-3-ene-9-carboxylic acid tert-butyl ester